COCOC=1C(=CC2=CC=C(C=C2C1)N(CC=C)C)C=O 3-[(methoxymethyl)oxy]-6-[methyl-(prop-2-enyl)amino]naphthalene-2-carbaldehyde